4-chloro-2,6-bis(pyridine-2-yl)pyrimidine ClC1=NC(=NC(=C1)C1=NC=CC=C1)C1=NC=CC=C1